8-((tert-Butoxycarbonyl)amino)-3-((1,1-dimethyl-3-oxo-1,3-dihydroisobenzofuran-5-yl)amino)-7-fluoroisoquinoline C(C)(C)(C)OC(=O)NC=1C(=CC=C2C=C(N=CC12)NC=1C=C2C(OC(C2=CC1)(C)C)=O)F